3-(((3-(4'-((S,E)-4-hydroxy-3-(2-((S)-1-hydroxyethyl)-1H-imidazol-1-yl)but-1-en-1-yl)-[1,1'-biphenyl]-4-yl)cyclobutyl)amino)methyl)-1,2,4-oxadiazole-5-carboxamide OC[C@H](/C=C/C1=CC=C(C=C1)C1=CC=C(C=C1)C1CC(C1)NCC1=NOC(=N1)C(=O)N)N1C(=NC=C1)[C@H](C)O